2-(4-(4-(aminomethyl)-1-oxo-8-(2,2,2-trifluoroethoxy)-1,2-dihydrophthalazin-6-yl)-1-Methyl-1H-pyrazol-5-yl)-4-chloro-6-cyclopropoxy-3-fluorobenzonitrile NCC1=NNC(C2=C(C=C(C=C12)C=1C=NN(C1C1=C(C#N)C(=CC(=C1F)Cl)OC1CC1)C)OCC(F)(F)F)=O